FC1=C(C=CC(=C1)C1=NOC(=N1)C(F)(F)F)C(CSC1=CC=CC=C1)=O 1-(2-fluoro-4-(5-(trifluoromethyl)-1,2,4-oxadiazol-3-yl)phenyl)-2-(phenylsulfanyl)ethan-1-one